methyl (E)-10-hydroxy-8-octadecenoate OC(/C=C/CCCCCCC(=O)OC)CCCCCCCC